NCCNC(=S)N/N=C(\C)/C(/C)=N/NC(NC)=S (E)-N-(2-aminoethyl)-2-((E)-3-(2-(methylcarbamothioyl)hydrazono)butan-2-ylidene)hydrazine-1-carbothioamide